2-((2R,5S)-2-(2-(3-(dimethylamino)propyl)benzo[d]thiazol-5-yl)-5-methylpiperidin-1-yl)-2-oxo-N-(1-(tetrahydro-2H-pyran-2-yl)-1H-pyrazolo[4,3-c]pyridin-7-yl)acetamide CN(CCCC=1SC2=C(N1)C=C(C=C2)[C@@H]2N(C[C@H](CC2)C)C(C(=O)NC=2C1=C(C=NC2)C=NN1C1OCCCC1)=O)C